COC1=CC=C(C=C1)CC(=O)N p-methoxyphenylacetamide